3-(N,N-dimethylamino)chloropropane methyl-(2S)-2-[[(2S)-2-amino-4,4-dimethyl-pentanoyl]amino]-3-[(3S)-2-oxo-3-piperidyl]propanoate COC([C@H](C[C@H]1C(NCCC1)=O)NC([C@H](CC(C)(C)C)N)=O)=O.CN(C)CCCCl